2,4-Diamino-5-fluoroquinazoline NC1=NC2=CC=CC(=C2C(=N1)N)F